isobutyl 3-carboxy-4-hydroxy-α-cyanocinnamate C(=O)(O)C=1C=C(C=C(C(=O)OCC(C)C)C#N)C=CC1O